(E)-3-[4-Hydroxy-3-[(4-methylpiperazin-1-yl)methyl]phenyl]-1-(4-methoxyphenyl)prop-2-en-1-one OC1=C(C=C(C=C1)/C=C/C(=O)C1=CC=C(C=C1)OC)CN1CCN(CC1)C